[F-].C(C)[NH+]1C(CCC1)CCC 1-Ethyl-2-propylpyrrolidinium fluorid